[NH4+].C(CCCCCCCCCCC\C=C/CCCCCCCC)N(C)CC(=O)O N-erucyl-sarcosine ammonium